((3-nitropyridin-4-yl)oxy)pyrrolidine-1-carboxylic acid tert-butyl ester C(C)(C)(C)OC(=O)N1C(CCC1)OC1=C(C=NC=C1)[N+](=O)[O-]